3Z-hexenol CC/C=C\CCO